(2S)-2-amino-3-methyl-butanoic acid benzyl ester C(C1=CC=CC=C1)OC([C@H](C(C)C)N)=O